6-chloro-3-(((1R)-1-(2-cyano-3-(7,7-difluoro-2-azaspiro[4.4]nonan-2-yl)-7-methylquinoxalin-5-yl)ethyl)amino)picolinic acid ClC1=CC=C(C(=N1)C(=O)O)N[C@H](C)C1=C2N=C(C(=NC2=CC(=C1)C)C#N)N1CC2(CC1)CC(CC2)(F)F